BrC=1C(=NN(C1)C1OCCCC1)C=O 4-bromo-1-(tetrahydro-2H-pyran-2-yl)-1H-pyrazole-3-carbaldehyde